ClC1=CN=C2N1C=C(C=N2)C=2C=CN1N=C(N=CC12)NCC(F)(F)F 5-(3-chloroimidazo[1,2-a]pyrimidin-6-yl)-N-(2,2,2-trifluoroethyl)pyrrolo[2,1-f][1,2,4]triazin-2-amine